ClC=1C=C(C=CC1)CCN1[C@@H](C[C@H](C1)COC1=CC=C(C=C1)S(=O)(=O)C)C (2R,4R)-1-[2-(3-chlorophenyl)ethyl]-4-[(4-methanesulfonylphenoxy)methyl]-2-methylpyrrolidine